3-(2-(6-Cyclobutoxypyridin-2-yl)-1,2,3,4-tetrahydroisoquinolin-6-yl)propionic acid C1(CCC1)OC1=CC=CC(=N1)N1CC2=CC=C(C=C2CC1)CCC(=O)O